C(C)(C)(C)C1=CC=C(C=C1)N(C(=O)[C@@H]1N(C[C@](C1)(C)O)C(=O)OC(C)(C)C)C(C(=O)NC1CCC(CC1)(F)F)C1=NC=CN=C1 (2R,4R)-tert-butyl 2-((4-(tert-butyl)phenyl)(2-((4,4-difluorocyclohexyl)amino)-2-oxo-1-(pyrazin-2-yl)ethyl)carbamoyl)-4-hydroxy-4-methylpyrrolidine-1-carboxylate